CC1(OC1)C1=NN=C(O1)C1=C(NC2=CC=C(C=C2)C(F)(F)F)C=CC=C1 2-(5-(2-methyloxiran-2-yl)-1,3,4-oxadiazol-2-yl)-N-(4-(trifluoromethyl)phenyl)aniline